CC1(OCC(O1)C1=C2C(=NC=C1)NN=C2C#N)C 4-(2,2-dimethyl-1,3-dioxolan-4-yl)-1H-pyrazolo[3,4-b]pyridine-3-carbonitrile